2-(chloromethyl)-8-methylpyrido[3,4-d]pyrimidin-4(3H)-one ClCC=1NC(C2=C(N1)C(=NC=C2)C)=O